Zirconium Dipropoxide [O-]CCC.[O-]CCC.[Zr+2]